FC=1C(=C(C=2C3=C(C(NC2C1)(C)C)N=NN3C)C)C=3C=C(C=C1C(=CNC31)C)F 7-fluoro-8-(5-fluoro-3-methyl-1H-indol-7-yl)-1,4,4,9-tetramethyl-5H-triazolo[4,5-c]quinoline